2-(1H-indazol-2-yl)-6-(piperidin-4-yl)-1,5-naphthyridine N1N(CC2=CC=CC=C12)C1=NC2=CC=C(N=C2C=C1)C1CCNCC1